ClC1C2=CC=CC=C2CC=2C=CC=CC12 9-chloro-9,10-dihydroanthracene